2-(5-(8-((S)-pyrrolidin-2-yl)chroman-6-yl)-1H-pyrrolo[2,3-b]pyridin-3-yl)propionitrile N1[C@@H](CCC1)C=1C=C(C=C2CCCOC12)C=1C=C2C(=NC1)NC=C2C(C#N)C